(4-fluorophenyl)-2-methylpropanehydrazide FC1=CC=C(C=C1)C(C(=O)NN)(C)C